C(#N)C=1C=C(C=NC1)[C@H]1N(OCC1)C(=O)C1CCN(CC1)C1=NC=CC(=N1)C(=O)N 2-[4-[(3S)-3-(5-Cyano-3-pyridyl)isoxazolidine-2-carbonyl]-1-piperidyl]pyrimidine-4-carboxamide